2-(4-bromo-2-methylphenyl)-2-(((tetrahydro-2H-pyran-2-yl)methyl)amino)ethanol BrC1=CC(=C(C=C1)C(CO)NCC1OCCCC1)C